N[C@H](C(=O)O)C(C)(C)C (2S)-2-amino-3,3-dimethylbutanoic acid